CCCCC\C=C/CC(CCCCCCCCCCCC)=O (Z)-6-Heneicosen-9-one